CC=1C(C(CC(C1)=O)C)C(=O)OCC ethyl 2,6-dimethyl-4-oxocyclohex-2-enecarboxylate